FC(C1=NC=C(C(=C1)C1=C(C(=O)OC)C=CC(=C1)C([2H])([2H])[2H])OC)F Methyl 2-(2-(difluoromethyl)-5-methoxypyridin-4-yl)-4-(methyl-d3)benzoate